(1R,2R)-2-(4-sulfamoylphenyl)cyclopropanecarboxylic acid methyl ester COC(=O)[C@H]1[C@@H](C1)C1=CC=C(C=C1)S(N)(=O)=O